F[B-](F)(F)F.C(C)(C)C1=C(C(=CC=C1)C(C)C)N1C(N(C=C1)C1=C(C=CC=C1C(C)C)C(C)C)=[Au-] 1,3-bis(2,6-diisopropylphenyl)imidazol-2-ylidenegold(I) tetrafluoroborate